BrCC=1C=CC2=C(N=NS2)C1 5-(bromomethyl)-1,2,3-benzothiadiazole